CC(C)CCC(CCCCC)C 2,5-dimethyl-decane